(S)-TERT-BUTYL 6'-CHLORO-5-(((1R,2R)-2-(METHOXYCARBONYL)-2-METHYLCYCLOBUTYL)METHYL)-3',4,4',5-TETRAHYDRO-2H,2'H-SPIRO[BENZO[B][1,4]OXAZEPINE-3,1'-NAPHTHALENE]-7-CARBOXYLATE ClC=1C=C2CCC[C@]3(C2=CC1)CN(C1=C(OC3)C=CC(=C1)C(=O)OC(C)(C)C)C[C@H]1[C@](CC1)(C)C(=O)OC